C1(CC1)C=1C=C(C(=C(C1)C(C(=O)O)N1C[C@@H](CC1)OCCCCCC1=NC=2NCCCC2C=C1)OC)F 2-(5-cyclopropyl-3-fluoro-2-methoxyphenyl)-2-((R)-3-((5-(5,6,7,8-tetrahydro-1,8-naphthyridin-2-yl)pentyl)oxy)pyrrolidin-1-yl)acetic acid